ClC=1C=C(C=CC1F)[C@H](NC(=O)N1[C@@H](C(NCC1)=O)C)C1=NC(=CC=C1)C(F)(F)F |o1:8| (2R)-N-((S or R)-(3-chloro-4-fluoro-phenyl)(6-(trifluoro-methyl)pyridin-2-yl)methyl)-2-methyl-3-oxopiperazine-1-carboxamide